N-[(9H-fluoren-9-ylmethoxy)carbonyl]-D-leucine C1=CC=CC=2C3=CC=CC=C3C(C12)COC(=O)N[C@H](CC(C)C)C(=O)O